CC1=CC(=NC(=N1)N1CC(CCC1)C(F)(F)F)C1=NN=CO1 5-(6-methyl-2-(3-(trifluoromethyl)piperidin-1-yl)pyrimidin-4-yl)-1,3,4-oxadiazole